pyrido[2,3-d]pyrimidin-6-ol N1=CN=CC2=C1N=CC(=C2)O